ClC1=C(OC=2C=CC(=C(C(=O)C=3C(CCCC3O)=O)C2)[N+](=O)[O-])C=CC(=C1)Cl (5-(2,4-Dichlorophenoxy)-2-nitrobenzoyl)3-hydroxycyclohex-2-enone